The molecule is an oligonucleotide comprised of two thymidine residues connected via a 3'->5' phosphodiester linkage. It contains a dTMP 3'-end residue. CC1=CN(C(=O)NC1=O)[C@H]2C[C@@H]([C@H](O2)COP(=O)(O)O[C@H]3C[C@@H](O[C@@H]3CO)N4C=C(C(=O)NC4=O)C)O